BrC=1C=C2C(N(C(=NC2=CC1)[C@@H](CCC)N1CCNC[C@@H](C1)O)CC)=O 6-bromo-3-ethyl-2-((R)-1-((S)-6-hydroxy-1,4-diazepan-1-yl)butyl)quinazolin-4(3H)-one